FC=1C=C(C(=NC1C(F)(F)F)OC([2H])([2H])[2H])N 5-fluoro-2-(methoxy-d3)-6-(trifluoromethyl)pyridin-3-amine